2-bromo-4,5,6,7-tetrahydro-benzothiazole-4-carboxylic acid ethyl ester C(C)OC(=O)C1CCCC2=C1N=C(S2)Br